N1(N=CC=C1)[C@@H]1C[C@@H](NCC1)OC(C1=CC=CC=C1)=O (2S,4S)-(4-(1H-pyrazol-1-yl)piperidin-2-yl)benzoate